8-(3-(4-methylpiperazin-1-yl)pyrrolidin-1-yl)-N-(1-(methylsulfonyl)piperidin-4-yl)quinazolin-2-amine CN1CCN(CC1)C1CN(CC1)C=1C=CC=C2C=NC(=NC12)NC1CCN(CC1)S(=O)(=O)C